1-(2-chloro-4-((7-hydroxy-6-methoxyquinazolin-4-yl)oxy)phenyl)-3-(4-fluorophenyl)urea ClC1=C(C=CC(=C1)OC1=NC=NC2=CC(=C(C=C12)OC)O)NC(=O)NC1=CC=C(C=C1)F